CC(=O)C aceton